Methyl 4-(1-(3-amino-6-(2-hydroxyphenyl)pyridazin-4-yl)piperidin-3-yl)-2-fluorobenzoate NC=1N=NC(=CC1N1CC(CCC1)C1=CC(=C(C(=O)OC)C=C1)F)C1=C(C=CC=C1)O